C1(=CC=CC=C1)[Pt-4](C1=CC=CC=C1)(C1=CC=CC=C1)C1=CC=CC=C1 tetraphenyl-platinum (0)